5-Amino-3,5-didesoxy-D-erythro-pentose NC[C@H](C[C@H](C=O)O)O